C(=O)O.N[C@@H](C(=O)NCCNC(C1=C(C=C(C=C1)NC=1C=2N(C=CN1)C(=CN2)C=2C(=NNC2)C(F)(F)F)CC)=O)C (R)-N-(2-(2-aminopropanamido)ethyl)-2-ethyl-4-((3-(3-(trifluoromethyl)-1H-pyrazol-4-yl)imidazo[1,2-a]pyrazin-8-yl)amino)benzamide formate